1,3,4,9-tetrahydro-2-(hydroxybenzoyl)-9-[(4-hydroxyphenyl)methyl]-6-methoxy-2h-pyrido[3,4-b]indole C1CN(CC2=C1C3=CC=CC=C3N2CC4=CC=C(C=C4)O)C(=O)C5=CC=C(C=C5)O